C1(CCC(N1N[C@@H](CCC)C(=O)O)=O)=O succinimidyl-norvaline